tert-butyl (S)-(1-((tert-butyldimethylsilyl)oxy)-4,4-difluorobutan-2-yl)carbamate [Si](C)(C)(C(C)(C)C)OC[C@H](CC(F)F)NC(OC(C)(C)C)=O